BrC1=C(C(=C(C(=C1)F)CC(=O)OC)F)F methyl (4-bromo-2,3,6-trifluorophenyl)acetate